(4,4-difluoropiperidin-1-yl)quinolin-6-amine FC1(CCN(CC1)C1=NC2=CC=C(C=C2C=C1)N)F